cyclohexyl-6-fluoro-2,3-dihydrobenzo[d]thiazole C1(CCCCC1)C1SC2=C(N1)C=CC(=C2)F